(E)-N'-(6-(benzyloxy)-4,4-difluoro-3,4-dihydronaphthalen-1(2H)-ylidene)-4-methylbenzenesulfonohydrazide C(C1=CC=CC=C1)OC=1C=C2C(CC/C(/C2=CC1)=N\NS(=O)(=O)C1=CC=C(C=C1)C)(F)F